NC1=CC(=CC=C1)C1=CC=CC(=C1)N 2,2'-diamino-6,6'-biphenyl